NC(CO)(COCCCCCCCC\C=C/C\C=C/CCCCC)COCCCCCCCC 2-amino-3-[(9Z,12Z)-octadeca-9,12-dien-1-yloxy]-2-[(octyloxy)methyl]propan-1-ol